[SiH]([SiH3])=O disilaneAl